2-chloro-5-(3,3,3-trifluoroprop-1-en-2-yl)pyrimidine ClC1=NC=C(C=N1)C(=C)C(F)(F)F